ClC=1C=C(C(=NC1)N1CC(N(C2(CC(C2)O)C1=O)CC1=CC=C(C=C1)C)=O)F (2s,4s)-8-(5-chloro-3-fluoropyridin-2-yl)-2-hydroxy-5-(4-methylbenzyl)-5,8-diazaspiro[3.5]nonane-6,9-dione